C(C1=CC=CC=C1)OC(=O)N[C@@H](CC(=O)O)C(=O)O (benzyloxycarbonyl)-L-aspartic acid